C(C(C)C)(=O)N1CC(CC1)NC(=O)NC1=CC=C(C=C1)OC(F)(F)F 1-(1-isobutyrylpyrrolidin-3-yl)-3-(4-(trifluoromethoxy)phenyl)urea